9-(methyl-(7H-pyrrolo[2,3-d]pyrimidin-4-yl)amino)-N-(5-methylpyrazin-2-yl)-3-azaspiro[5.5]undecane-3-carboxamide CN(C1CCC2(CCN(CC2)C(=O)NC2=NC=C(N=C2)C)CC1)C=1C2=C(N=CN1)NC=C2